((5-(4-hydroxyphenyl)-1,2,4-oxadiazol-3-yl)methyl)benzonitrile OC1=CC=C(C=C1)C1=NC(=NO1)CC1=C(C#N)C=CC=C1